9a,10-dihydroindeno[1,2-a]inden-4b(9H)-ol C1=C2CC3C(C2=CC=C1)(C=1C=CC=CC1C3)O